monomethyl-1,4-dihydro-2,6-dimethyl-4-(3-nitrophenyl)-3,5-pyridinedicarboxylic acid CN1C(=C(C(C(=C1C)C(=O)O)C1=CC(=CC=C1)[N+](=O)[O-])C(=O)O)C